(2S,4R)-1-{2-[5-(difluoromethyl)-1,3,4-oxadiazol-2-yl]acetyl}-4-fluoro-N-[(S)-[3-fluoro-4-(propan-2-yl)phenyl](phenyl)methyl]pyrrolidine-2-carboxamide FC(C1=NN=C(O1)CC(=O)N1[C@@H](C[C@H](C1)F)C(=O)N[C@@H](C1=CC=CC=C1)C1=CC(=C(C=C1)C(C)C)F)F